ClC1=CC=C(S1)C(=O)N[C@@H](CO)C1=NC(=NO1)C1=CC=C(C=C1)C(F)(F)F 5-chloro-N-[(1S)-2-hydroxy-1-{3-[4-(trifluoromethyl)phenyl]-1,2,4-oxadiazol-5-yl}ethyl]thiophene-2-carboxamide